C1(=CC=CC=C1)N(C1=CC=C(C=C1)C1=CC=C(N(C2=CC=CC3=CC=CC=C23)C2=CC=CC=C2)C=C1)C1=CC=CC2=CC=CC=C12 N,N'-diphenyl-N,N'-bis(1-naphthyl)benzidine